1,1,3-tris-(dihydroxy-3-methylphenyl)-propane OC1=C(C(=C(C=C1)C(CCC1=C(C(=C(C=C1)O)C)O)C1=C(C(=C(C=C1)O)C)O)O)C